(3R)-4-[2-chloro-6-(propan-2-yl)pyrimidin-4-yl]-3-methylmorpholine ClC1=NC(=CC(=N1)N1[C@@H](COCC1)C)C(C)C